NCC=1N=NN(C1)CCN(CC=C(C1=CC=CC=C1)C1=CC=CC=C1)[C@H](C)C1=CC=C(C=C1)F (R)-N-(2-(4-(aminomethyl)-1H-1,2,3-triazol-1-yl)ethyl)-N-(1-(4-fluorophenyl)ethyl)-3,3-diphenylprop-2-en-1-amine